IC1=CC(=C(C=C1)NC=1N(C(C=C(C1C(=O)OC)\C=C\OCC)=O)C)F methyl (E)-2-((4-iodo-2-fluorophenyl)amino)-4-(2-ethoxyvinyl)-1-methyl-6-oxo-1,6-dihydropyridine-3-carboxylate